2-methylamino-1,2-propanediol CNC(CO)(C)O